FC=1C(=C(C=CC1F)[C@@H]1[C@@H](O[C@@]([C@H]1CC)(C(F)(F)F)C)C(=O)NC1=CC(=NC=C1)C(=O)N)OC (2R,3R,4S,5S)-4-[[3-(3,4-difluoro-2-methoxy-phenyl)-4-ethyl-5-methyl-5-(trifluoromethyl)tetrahydrofuran-2-carbonyl]amino]pyridine-2-carboxamide